3-(4-Allylpiperazin-1-yl)-2-quinoxalinecarbonitrile maleate C(\C=C/C(=O)O)(=O)O.C(C=C)N1CCN(CC1)C=1C(=NC2=CC=CC=C2N1)C#N